C1CS(=O)(=O)OC1=O 2,2-dioxooxathiolan-5-one